N-(5-(4-chloro-2-(4-((dimethylamino)methyl)phenyl)-1H-pyrrolo[2,3-b]pyridin-3-yl)-2-methylphenyl)acrylamide ClC1=C2C(=NC=C1)NC(=C2C=2C=CC(=C(C2)NC(C=C)=O)C)C2=CC=C(C=C2)CN(C)C